BrCC1=NC=CC=C1 2-(Bromomethyl)pyridine